C(C1=CC=CC=C1)OCC[C@@H]1[C@H](C1)C(=O)OC(C)(C)C (1S,2R)-tert-butyl 2-(2-(benzyloxy)ethyl)cyclopropanecarboxylate